4-(2-{5-chloro-2-oxo-1,2-dihydrospiro[indole-3,4'-piperidin]-1'-yl}ethoxy)-N-[(3S)-1,1-dioxo-1λ6-thiolan-3-yl]-2-fluorobenzamide ClC=1C=C2C(=CC1)NC(C21CCN(CC1)CCOC1=CC(=C(C(=O)N[C@@H]2CS(CC2)(=O)=O)C=C1)F)=O